O=C1CC(C2=CC=C(C=C2C1)OC)=NN 3-oxo-9-(6-methoxy-1-tetralone) hydrazone